BrC(CC)(CC)CC 3-bromo-3-ethylpentane